1-(5-((4-amino-2-butoxyimidazo[2,1-f][1,2,4]triazin-7-yl)methyl)-3-methylpyridin-2-yl)-N,N-dimethylpiperidine-4-carboxamide NC1=NC(=NN2C1=NC=C2CC=2C=C(C(=NC2)N2CCC(CC2)C(=O)N(C)C)C)OCCCC